NCC=1C=C(C=C(C1)F)NC1=C(C=C(C=C1)Cl)F (3-(aminomethyl)-5-fluorophenyl)-4-chloro-2-fluoroaniline